CC1=C(C=C(C=O)C=C1)C(F)(F)F 4-methyl-3-(trifluoromethyl)benzaldehyde